[Si](C)(C)(C(C)(C)C)O[C@@H]1C(N(CC1)CC1=CC=C(C=C1)C)=O (S)-3-((tert-butyldimethylsilyl)oxy)-1-(4-methylbenzyl)pyrrolidin-2-one